BrC=1C(=C(C(=CC1)O)C=1CCN(CC1)C(=O)OC(C)(C)C)Cl tert-butyl 4-(3-bromo-2-chloro-6-hydroxyphenyl)-1,2,3,6-tetrahydropyridine-1-carboxylate